1-(2-(3-(1H-pyrrol-1-yl)benzoyl)-2-azaspiro[3.3]hept-6-yl)-3-(4-methoxybenzyl)urea N1(C=CC=C1)C=1C=C(C(=O)N2CC3(C2)CC(C3)NC(=O)NCC3=CC=C(C=C3)OC)C=CC1